P(OCC(C1=C(C=C(C=C1C)C(C)(C)C)C(C)(C)C)C1=C(C=C(C=C1C)C(C)(C)C)C(C)(C)C)([O-])[O-] phosphorous acid, bis[2,4-bis(1,1-dimethylethyl)-6-methylphenyl]ethyl ester